O1C=NC=C1CNC(=O)NC=1C=CC=2N(C1)N=C(N2)C2=CC=CC=C2 N-[(1,3-oxazol-5-yl)methyl]-N'-(2-phenyl-[1,2,4]triazolo[1,5-a]pyridin-6-yl)urea